NC=1C(=C(C#N)C=CC1)C amino-2-methylbenzonitrile